(4-((5-cyclopropyl-3-(2,6-dichlorophenyl)isoxazol-4-yl)methoxy)bicyclo[2.2.2]Oct-1-yl)methanol C1(CC1)C1=C(C(=NO1)C1=C(C=CC=C1Cl)Cl)COC12CCC(CC1)(CC2)CO